2-(tert-Butoxycarbonylamino)pent-4-enoic acid C(C)(C)(C)OC(=O)NC(C(=O)O)CC=C